ClC=1C=C(C2=C(CC(O2)(C)C)C1)COC1=C(C(=C(C=C1)C=CC(=O)NCCCF)C)C 3-(4-((5-chloro-2,2-dimethyl-2,3-dihydrobenzofuran-7-yl)methoxy)-2,3-dimethylphenyl)-N-(3-fluoropropyl)acrylamide